CN1N=C(C(=C1)C=1SC=C(N1)C(=O)NC1=CC2=CN(N=C2C=C1C1=CC=C(C=C1)F)CCN1CCOCC1)C 2-(1,3-dimethyl-1H-pyrazol-4-yl)-N-(6-(4-fluorophenyl)-2-(2-morpholinoethyl)-2H-indazol-5-yl)thiazole-4-carboxamide